N-[(1R)-1-[3-fluoro-5-(4-methylpiperazin-1-yl)phenyl]ethyl]acetamide FC=1C=C(C=C(C1)N1CCN(CC1)C)[C@@H](C)NC(C)=O